BrC1=C(C=C(C(=O)Cl)C=C1)F 4-Bromo-3-fluorobenzoyl chloride